C[C@H]1N(CCN(C1)CC1=C(C(=CC=C1)C(F)(F)F)C)C(=O)OC=1C=NC=C(C1)N 5-Aminopyridin-3-yl (R)-2-methyl-4-(2-methyl-3-(trifluoromethyl)benzyl)piperazine-1-carboxylate